N1[Si]O[Si]1 silicon nitride Oxide